3-methoxy-2-(3-methylbut-2-en-1-yl)-5-phenethylphenol COC=1C(=C(C=C(C1)CCC1=CC=CC=C1)O)CC=C(C)C